p-fluorobenzenesulfinate FC1=CC=C(C=C1)S(=O)[O-]